(aminomethyl)propanol NCC(CC)O